[F-].C(CCCCCCCCC)[N+]1=CC(=CC=C1)CC 1-decyl-3-ethylpyridinium fluoride